ClC=1C=C(C=CC1F)NC(=O)C=1C=2CC[C@@H](C2C(=CC1)F)O (s)-N-(3-chloro-4-fluorophenyl)-7-fluoro-1-hydroxy-2,3-dihydro-1H-indene-4-carboxamide